4-oxo-4-(((9Z,26Z)-pentatriaconta-9,26-dien-18-yl)oxy)butanoic acid O=C(CCC(=O)O)OC(CCCCCCC\C=C/CCCCCCCC)CCCCCCC\C=C/CCCCCCCC